9,9-bis[3,5-dimethoxy-4-(3-methyl-4-nitrophenoxy)phenyl]fluorene COC=1C=C(C=C(C1OC1=CC(=C(C=C1)[N+](=O)[O-])C)OC)C1(C2=CC=CC=C2C=2C=CC=CC12)C1=CC(=C(C(=C1)OC)OC1=CC(=C(C=C1)[N+](=O)[O-])C)OC